NC1=NC=C(C(=N1)N1C[C@@H](O[C@@H](C1)C)C)C#CC=1C=NC=C(C(=O)NC2=CC(=C(C=C2)CN2CCN(CC2)C)C(F)(F)F)C1 5-((2-amino-4-((2S,6R)-2,6-dimethylmorpholino)pyrimidin-5-yl)ethynyl)-N-(4-((4-methylpiperazin-1-yl)methyl)-3-(trifluoromethyl)phenyl)nicotinamide